(5R)-5-methyl-3-(6-{[2-methyl-5-(methyloxy)phenyl]oxy}-3-pyridyl)-2,4-imidazolidinedione C[C@@H]1C(N(C(N1)=O)C=1C=NC(=CC1)OC1=C(C=CC(=C1)OC)C)=O